tert-butyl 3-((1-(1-((4-cyanonaphthalen-1-yl)amino)-2-methyl-1-oxopropan-2-yl)-1H-pyrazol-4-yl)ethynyl)azetidine-1-carboxylate C(#N)C1=CC=C(C2=CC=CC=C12)NC(C(C)(C)N1N=CC(=C1)C#CC1CN(C1)C(=O)OC(C)(C)C)=O